ClC=1C(=CC(=C(C1)NC(=O)N1C2CCC1C(C=1C(=NC=CC12)F)O)F)C(F)(F)F (±)-(9-endo)-N-(5-chloro-2-fluoro-4-(trifluoromethyl)phenyl)-1-fluoro-9-hydroxy-6,7,8,9-tetrahydro-5H-5,8-epiminocyclohepta[c]pyridine-10-carboxamide